(R)-2-((tert-butyldimethylsilyl)oxy)-1-(4-(4-methylthiazol-5-yl)phenyl)ethan-1-amine [Si](C)(C)(C(C)(C)C)OC[C@H](N)C1=CC=C(C=C1)C1=C(N=CS1)C